BrCC(=O)C1=CC=C(C=C1)C(F)(F)F 2-bromo-1-(4-trifluoromethylphenyl)ethan-1-one